C(C=C)(=O)OCC(COCC1=CC=CC=C1)O 3-(benzyloxy)-2-hydroxypropyl acrylate